(trifluoromethyl)-1-((6-((4-(trifluoromethyl) phenyl) carbamoyl) pyridin-3-yl) methyl)-1H-1,2,3-triazole-5-carboxylate FC(F)(F)OC(=O)C1=CN=NN1CC=1C=NC(=CC1)C(NC1=CC=C(C=C1)C(F)(F)F)=O